7,8-dihydroimidazo[4,5-g]isoquinolin-5-one N1=CN=C2C1=CC=1CCNC(C1C2)=O